5-(2-ethoxy-3-pyridyl)-1-isopropyl-N-[(3-methoxy-4-pyridyl)methyl]-3-methyl-pyrazolo[4,3-b]pyridin-7-amine C(C)OC1=NC=CC=C1C1=CC(=C2C(=N1)C(=NN2C(C)C)C)NCC2=C(C=NC=C2)OC